NN1C(=NC(=C1C(=O)N)C1=CC=C(C=C1)C(NC1=NC=C(C=C1)C)=O)[C@H]1N(CCC1)C(\C(=C\C1CC1)\C#N)=O (S,E)-1-Amino-2-(1-(2-cyano-3-cyclopropylacryloyl)pyrrolidin-2-yl)-4-(4-((5-methylpyridin-2-yl)carbamoyl)phenyl)-1H-imidazol-5-carboxamid